ClC=1C(=CC(=NC1)NC(=O)C1CCN(CC1)CC=1C=C2CN(C(C2=C(C1)F)=O)C1C(NC(CC1)=O)=O)C1=C2N(N=C1)CC(C2)(C)C N-(5-chloro-4-(5,5-dimethyl-5,6-dihydro-4H-pyrrolo[1,2-b]pyrazol-3-yl)pyridin-2-yl)-1-((2-(2,6-dioxopiperidin-3-yl)-7-fluoro-1-oxoisoindolin-5-yl)methyl)piperidine-4-carboxamide